pentyl-1,1'-bicyclohexane C(CCCC)C1(CCCCC1)C1CCCCC1